3,4'-bipyrazol N1=NC(C=C1)=C1C=NN=C1